1-(4-(7-(but-3-en-1-yloxy)pyrazolo[1,5-C]pyrimidin-5-yl)-5-methoxypyridin-2-yl)-N-ethylethan-1-amine C(CC=C)OC1=NC(=CC=2N1N=CC2)C2=CC(=NC=C2OC)C(C)NCC